1-(2-hydroxybutyl)-3-(2-(1-methyl-1H-pyrazol-4-yl)-3-phenylquinolin-6-yl)urea OC(CNC(=O)NC=1C=C2C=C(C(=NC2=CC1)C=1C=NN(C1)C)C1=CC=CC=C1)CC